tert-butyl-3-(hydroxymethyl)-7,8-dihydro-5H-1,6-naphthyridine C(C)(C)(C)C1=NC=2CCNCC2C=C1CO